(2-(hydroxy-methyl)-morpholino)-methanone OCC1OCCN(C1)C=O